C(#N)C1=CC=C(C=C1)C1CN(C1)C([C@H](C)[C@H]1CN(CC1)C#N)=O (S)-3-((R)-1-(3-(4-cyanophenyl)azetidin-1-yl)-1-oxopropan-2-yl)pyrrolidine-1-carbonitrile